CN(CCCC=O)C 4-(dimethylamino)n-butyraldehyde